C1(=CC=CC=2C3=CC=CC=C3CC12)C(C(=O)C1=CC=CC=C1)C fluorenyl-propiophenone